C(C)(=O)N1C(NC(C1CC1=CC=C(C=C1)C)=O)=S 1-acetyl-5-(4-methylbenzyl)-2-thioxoimidazolidin-4-one